4-((1-acryloylazetidin-3-yl)methyl)-6-chloro-7-(5-methyl-1H-benzo[d]imidazol-4-yl)-2H-benzo[b][1,4]oxazin-3(4H)-one trifluoroacetate salt FC(C(=O)O)(F)F.C(C=C)(=O)N1CC(C1)CN1C2=C(OCC1=O)C=C(C(=C2)Cl)C2=C(C=CC=1NC=NC12)C